(1,3-dibenzylpyrrolidin-3-yl)-6-methyl-1-((2-(trimethylsilyl)ethoxy)methyl)-1H-indazole C(C1=CC=CC=C1)N1CC(CC1)(CC1=CC=CC=C1)C1=NN(C2=CC(=CC=C12)C)COCC[Si](C)(C)C